(R)-2-(2-amino-[1,2,4]triazolo[1,5-a]pyridin-7-yl)-N-(1-(2-fluoro-5-(trifluoromethoxy)phenyl)ethyl)-5-methylisonicotinamide NC1=NN2C(C=C(C=C2)C=2C=C(C(=O)N[C@H](C)C3=C(C=CC(=C3)OC(F)(F)F)F)C(=CN2)C)=N1